COC1=CC=C(OC(C(=O)O)C2=C(C=CC=C2)C=2OC=CN2)C=C1 2-(4-methoxyphenoxy)-2-(2-(oxazol-2-yl)phenyl)acetic acid